P(=O)(O)(O)OC=1C=C(C=C(C(=O)O)C1)C(=O)O 5-(phosphonooxy)isophthalic acid